C12(CC(C1)C2)N2N=NC(=C2)[C@H](C2=C1C=CN=C(C1=CC=C2)OC)NC=2C=C1C(=C(C=NC1=C(C2)C#N)C#N)NCC(C)(C)C (S)-6-(((1-(bicyclo[1.1.1]pentan-1-yl)-1H-1,2,3-triazol-4-yl)(1-methoxyisoquinolin-5-yl)methyl)amino)-4-(neopentylamino)quinoline-3,8-dicarbonitrile